1-(2-chlorophenyl)-4-hydroxy-2-oxo-7-(trifluoromethyl)-1,2-dihydro-1,8-naphthyridine-3-carbonitrile ClC1=C(C=CC=C1)N1C(C(=C(C2=CC=C(N=C12)C(F)(F)F)O)C#N)=O